(2S)-oxetan-2-ylmethyl 4-methylbenzenesulfonate CC1=CC=C(C=C1)S(=O)(=O)OC[C@H]1OCC1